Methyl (2R*,4R*)-4-[[(5S)-3-(3,5-difluorophenyl)-5-vinyl-4H-isoxazol-5-carbonyl]amino]tetrahydrofuran-2-carboxylate FC=1C=C(C=C(C1)F)C1=NO[C@](C1)(C(=O)N[C@@H]1C[C@@H](OC1)C(=O)OC)C=C |o1:16,18|